3-(3-(4-(Chloromethyl)phenyl)-5-(1-(fluoromethyl)-1H-1,2,3-triazol-4-yl)-3H-imidazo[4,5-b]pyridin-2-yl)pyrazin-2-amine ClCC1=CC=C(C=C1)N1C(=NC=2C1=NC(=CC2)C=2N=NN(C2)CF)C=2C(=NC=CN2)N